C(C)(C)(C)CN(C(=O)OC(C)=[Sb](=O)OCCCC)CCCNC1=C(C(=CC=C1N)Cl)Br butoxyantimonyl-ethanol tert-butyl-N-[3-(6-amino-2-bromo-3-chloro-anilino)propyl]-N-methyl-carbamate